2-(3-Ethylsulfonyl-5-trifluoromethyl-pyridin-2-yl)-1-methyl-5-trifluoromethyl-1H-benzimidazole C(C)S(=O)(=O)C=1C(=NC=C(C1)C(F)(F)F)C1=NC2=C(N1C)C=CC(=C2)C(F)(F)F